1-(4-(3-(2-aminoethyl)-2-methyl-4-oxo-3,4-dihydroquinazolin-7-yl)-3-((4-fluorophenyl)ethynyl)phenyl)-3-(imidazo[1,2-a]pyridin-7-ylmethyl)urea NCCN1C(=NC2=CC(=CC=C2C1=O)C1=C(C=C(C=C1)NC(=O)NCC1=CC=2N(C=C1)C=CN2)C#CC2=CC=C(C=C2)F)C